imino-methyl-[1-[6-[(3R)-3-methylmorpholin-4-yl]-2-(1H-pyrrolo[2,3-b]pyridin-4-yl)pyrimidin-4-yl]cyclopropyl]-oxo-lambda6-sulfane N=S(=O)(C1(CC1)C1=NC(=NC(=C1)N1[C@@H](COCC1)C)C1=C2C(=NC=C1)NC=C2)C